ON[C@@H](CCC)C(=O)O Hydroxynorvaline